C(C)(C)C=1SC=CC1 2-isopropylthiophen